(S)-6-fluoro-chroman-2-carboxylic acid methyl ester COC(=O)[C@H]1OC2=CC=C(C=C2CC1)F